2-(methylamino)ethyl (S)-6-diazo-2-((R)-2-methoxypropanamido)-5-oxohexanoate [N+](=[N-])=CC(CC[C@@H](C(=O)OCCNC)NC([C@@H](C)OC)=O)=O